methyl 3-(3-(3-(3,6-dichloro-1H-pyrazolo[3,4-d]pyrimidin-1-yl)propoxy)-5-methyl-4-nitro-1H-pyrazol-1-yl)bicyclo[1.1.1]pentane-1-carboxylate ClC1=NN(C2=NC(=NC=C21)Cl)CCCOC2=NN(C(=C2[N+](=O)[O-])C)C21CC(C2)(C1)C(=O)OC